4,4-bis(((E)-hept-2-en-1-yl)oxy)butanoic acid 6-bromohexyl ester BrCCCCCCOC(CCC(OC\C=C\CCCC)OC\C=C\CCCC)=O